O=C1N(C(C2=CC=CC=C12)=O)CCCCCCS(=O)(=O)Cl (1,3-Dioxoisoindolin-2-yl)hexane-1-sulfonyl chloride